C1(=CC=CC=C1)OS(=O)(=O)C1=CC=C(C=C1)C(C)(C)C phenyl-4-t-butylbenzenesulfonate